NN1C(=NC(=C1C(=O)N)C1=CC=C(C=C1)C(NC1=NC=CC(=C1)OC)=O)[C@H]1N(CCC1)C(\C=C\CC)=O (S,E)-1-amino-4-(4-((4-methoxypyridin-2-yl)carbamoyl)phenyl)-2-(1-(pent-2-enoyl)pyrrolidin-2-yl)-1H-imidazole-5-carboxamide